C(CCCCCCC)C(=O)[C@H](O)[C@@H](O)[C@@H](O)[C@H](O)C(=O)O octyl-D-galacturonic acid